((4-bromo-2-fluorophenyl)amino)-2-(2-(tert-butoxy)ethoxy)-7-methyl-3,4-dihydro-2,7-naphthyridine-1,6(2H,7H)-dione BrC1=CC(=C(C=C1)NC1N(C(C2=CN(C(C=C2C1)=O)C)=O)OCCOC(C)(C)C)F